C=C1C2C3C4C=CC(C3C(C1)C2)C4 8-methylidene-tetracyclo[4.4.0.12,5.17,10]dodec-3-ene